The molecule is dianion of S-methyl 3-phospho-1-thio-D-glycerate arising from deprotonation of both OH groups of the phosphate. It is an organophosphate oxoanion and a thioester. It is a conjugate base of a S-methyl 3-phospho-1-thio-D-glycerate. CSC(=O)[C@@H](COP(=O)([O-])[O-])O